(R)-N-(1-cyclobutylpiperidin-3-yl)-2-(8-(methoxymethyl)-5-oxothieno[3',2':4,5]pyrrolo[1,2-d][1,2,4]triazin-6(5H)-yl)acetamide (E)-3,7-Dimethylocta-5,7-dien-1-ylacetat CC(CCCC(=O)O)C\C=C\C(=C)C.C1(CCC1)N1C[C@@H](CCC1)NC(CN1N=C(N2C(C1=O)=CC1=C2SC=C1)COC)=O